C(=O)(OC(C)(C)C)N1C(CC1)C(CC(C(=O)OCC)=O)=O 1-Boc-2-(4-ethoxy-3,4-dioxobutyryl)azetidine